FC1CC(N(C1)C(CN1N=CC=C1)=O)C(=O)NC(C1=CC=CC=C1)C1=NC(=C(C=C1)C(C)C)F 4-fluoro-N-{[6-fluoro-5-(propan-2-yl)pyridin-2-yl](phenyl)methyl}-1-[2-(1H-pyrazol-1-yl)acetyl]pyrrolidine-2-carboxamide